bis((4R,5S)-4,5-diphenyl-4,5-dihydrooxazol-2-yl)acetonitrile C1(=CC=CC=C1)[C@H]1N=C(O[C@H]1C1=CC=CC=C1)C(C#N)C=1O[C@H]([C@H](N1)C1=CC=CC=C1)C1=CC=CC=C1